5-methoxy-4-ethylsulfanyl-3-bromo-2(5H)furanone COC1C(=C(C(O1)=O)Br)SCC